BrCC(=O)N1CCCC1 bromoacetyl-pyrrolidine